2,3-dichloro-4-acetoxy-1-methacryloyloxynaphthalene ClC1=C(C2=CC=CC=C2C(=C1Cl)OC(C)=O)OC(C(=C)C)=O